(R)-4-(pyridine-3-sulfonyl)-piperazine-1,2-dicarboxylic acid 1-tert-butyl 2-methyl ester COC(=O)[C@@H]1N(CCN(C1)S(=O)(=O)C=1C=NC=CC1)C(=O)OC(C)(C)C